BrC1=CC=C(C(=C1)C1=C(C=CC=C1)Cl)C(=O)N1CCC(CC1)C1(CN(C1)C(C=C)=O)F 1-(3-(1-(5-bromo-2'-chloro-[1,1'-biphenyl]-2-carbonyl)piperidin-4-yl)-3-fluoroazetidin-1-yl)prop-2-en-1-one